CC(CCC(=O)O)CCCCCCC(CC)C 4,11-dimethyl-tridecanoic acid